O1COC2C1=CC=C2 cyclopenta[d][1,3]dioxol